(4-hydroxybenzoyl)-4-((2-hydroxyethyl)amino)benzenesulfonohydrazide OC1=CC=C(C(=O)C2=C(C=CC(=C2)NCCO)S(=O)(=O)NN)C=C1